ClCCC=1C(=O)NC(C1)=O chloroethylmaleimide